CC1(C2=CC=CC=C2C=2C=C(C=CC12)C(=O)NCC(=O)N1[C@@H](C[C@H](C1)SC)C(=O)OC)C methyl (2S,4R)-1-((9,9-dimethyl-9H-fluorene-3-carbonyl)glycyl)-4-(methylthio)pyrrolidine-2-carboxylate